2-[4-[[3-hydroxycyclohexyl]amino]pyrido[3,4-d]pyridazin-1-yl]-5-(trifluoromethyl)phenol OC1CC(CCC1)NC=1N=NC(=C2C1C=NC=C2)C2=C(C=C(C=C2)C(F)(F)F)O